C1(CCC1)CNCC=1NC2=CC(=CC=C2C1)CNC(=O)C=1C=C2C(=NC1)NC=C2 N-[(2-{[(cyclobutylmethyl)amino]methyl}-1H-indol-6-yl)methyl]-1H-pyrrolo[2,3-b]pyridine-5-carboxamide